1-(2-(4-(bis(propylsulfanyl)methyl)-2-chlorophenoxy)ethyl)-4-toluenesulfonylpiperazine C(CC)SC(C1=CC(=C(OCCN2CCN(CC2)S(=O)(=O)CC2=CC=CC=C2)C=C1)Cl)SCCC